C1(CCCCC1)P(C1CCCCC1)C1=C(C=CC=C1)C1=C(C=CC=C1OC(C)C)OC(C)C dicyclohexylphosphino-2',6'-diisopropoxy-1,1'-biphenyl